C1N(CC12CCOCC2)CCCOC=2C(=C(C=CC2)C2=C(C(=CC=C2)C=2SC=1CN(CCC1N2)C(=O)OC(C)(C)C)C)C tert-butyl 2-(3'-(3-(7-oxa-2-azaspiro[3.5]non-2-yl) propoxy)-2,2'-dimethyl-[1,1'-biphenyl]-3-yl)-6,7-dihydrothiazolo[5,4-c]pyridine-5(4H)-carboxylate